1-(4-chloro-3-phenyl-1-(pyridin-3-yl)-1H-pyrazol-5-yl)-3-((3S,4R)-4-(3,4-difluorophenyl)-1-(2-methoxyethyl)pyrrolidin-3-yl)urea ClC=1C(=NN(C1NC(=O)N[C@@H]1CN(C[C@H]1C1=CC(=C(C=C1)F)F)CCOC)C=1C=NC=CC1)C1=CC=CC=C1